NC(C1CCN(CC1)C=1C=CC(=NC1)O)C1=C(C=C(C(=C1)Cl)Cl)O 5-(4-(amino(4,5-dichloro-2-hydroxyphenyl)methyl)piperidin-1-yl)pyridin-2-ol